C(C)(C)(C)OC(=O)N1CCC(CC1)N1C(N(C2=C1C=CC(=C2)F)CC2=C(C=C(C=C2)C=2OC(=NN2)C(F)F)F)=O 4-(3-(4-(5-(difluoromethyl)-1,3,4-oxadiazol-2-yl)-2-fluorobenzyl)-5-fluoro-2-oxo-2,3-dihydro-1H-benzo[d]imidazol-1-yl)piperidine-1-carboxylic acid tert-butyl ester